Cl.BrC=1C=2N(C(=CC1)N)N=CN2 8-Bromo-[1,2,4]triazolo[1,5-a]pyridin-5-amine hydrochloride